BrC=1C=CC=2N(C(C=C(N2)C(F)(F)F)=O)C1 7-bromo-2-(trifluoromethyl)-4H-pyrido[1,2-a]pyrimidin-4-one